N1N=CC2=CC(=CC=C12)C=1C=CC=2N(C3=CC=C(C=C3OC2C1)C=1C=C2C=NNC2=CC1)CC(CN1CCOCC1)O 1-(3,7-di(1H-indazol-5-yl)-10H-phenoxazin-10-yl)-3-morpholinopropan-2-ol